1-octadien-one C(C=CC=CCCC)=O